CCCCCCCCCCCCCCCCCC/C=C\OC[C@H](COP(=O)(O)OC[C@@H](C(=O)O)N)OC(=O)CCCCCCC/C=C\CCCCC 1-(1Z-eicosenyl)-2-(9Z-pentadecenoyl)-glycero-3-phosphoserine